ClC1=NC=NC(=C1)C(F)F 4-chloro-6-(difluoromethyl)pyrimidine